CC=1N=CSC1C=1C=C(C=CC1)C(C)=O 1-[3-(4-methylthiazol-5-yl)phenyl]ethanone